N-methyl-6-oxo-5-(trifluoromethyl)-1,6-dihydropyridine-2-carboxamide CNC(=O)C=1NC(C(=CC1)C(F)(F)F)=O